(2S)-2-[[(2R,6R)-2,6-dimethylpiperidine-1-carbonyl]amino]-4-[2-isopropoxyethyl-[4-(5,6,7,8-tetrahydro-1,8-naphthyridin-2-yl)butyl]amino]butanoic acid C[C@H]1N([C@@H](CCC1)C)C(=O)N[C@H](C(=O)O)CCN(CCCCC1=NC=2NCCCC2C=C1)CCOC(C)C